[N+](=O)([O-])C1=CC(=C(C(=O)O)C=C1)C1=CC=NC=C1 4-nitro-2-(4-pyridyl)-benzoic acid